C12CCC(CC1)O2 7-oxa-norbornane